FC1=CC2=C(N(C(N2C)=O)C)C=C1[N+](=O)[O-] 5-fluoro-1,3-dimethyl-6-nitro-1H-benzo[d]imidazol-2(3H)-one